N1-(5-fluoro-4-(4-fluoro-1-isopropyl-2-methyl-1H-benzo[d]imidazol-6-yl)pyrimidin-2-yl)benzene-1,4-diamine hydrochloride Cl.FC=1C(=NC(=NC1)NC1=CC=C(C=C1)N)C=1C=C(C2=C(N(C(=N2)C)C(C)C)C1)F